5-[3-Methyl-4-(6-oxo-1,6-dihydropyridin-3-yl)phenyl]-3,6-dihydro-2H-1,3,4-oxadiazin-2-one CC=1C=C(C=CC1C1=CNC(C=C1)=O)C1=NNC(OC1)=O